tert-butyl (S)-5-amino-4-(5-(5-(4-fluorophenyl)-1-methyl-1H-imidazol-4-yl)-1-oxoisoindolin-2-yl)-5-oxopentanoate NC([C@H](CCC(=O)OC(C)(C)C)N1C(C2=CC=C(C=C2C1)C=1N=CN(C1C1=CC=C(C=C1)F)C)=O)=O